C(C)(C)N1C(C(N(CC1)CC1=NC=C(C=N1)C1=CC=CC=C1)=O)=O 1-isopropyl-4-((5-phenylpyrimidin-2-yl)methyl)piperazine-2,3-dione